tert-butyl 2-(hydroxymethyl)-3,3-dimethylpyrrolidine-1-carboxylate OCC1N(CCC1(C)C)C(=O)OC(C)(C)C